1-(3-cyano-4-neopentyloxy-phenyl)-imidazole-4-carboxylic acid C(#N)C=1C=C(C=CC1OCC(C)(C)C)N1C=NC(=C1)C(=O)O